(4-(Methyl((trans)-4-((N-methylsulfamoyl) methyl)cyclohexyl)amino)-7H-pyrrolo[2,3-d]pyrimidin-7-yl)methyl 2-(1-(4-chlorobenzoyl)-5-methoxy-2-methyl-1H-indol-3-yl)acetate ClC1=CC=C(C(=O)N2C(=C(C3=CC(=CC=C23)OC)CC(=O)OCN2C=CC3=C2N=CN=C3N([C@@H]3CC[C@H](CC3)CS(NC)(=O)=O)C)C)C=C1